2-amino-5,6-dihydrospiro[cyclopenta[b]thiophene-4,3'-pyrrolidine]-3-carbonitrile NC1=C(C2=C(S1)CCC21CNCC1)C#N